N-[(1R,2S,5S)-2-amino-5-[(dimethylamino)carbonyl]cyclohexyl]carbamic acid tert-butyl ester C(C)(C)(C)OC(N[C@H]1[C@H](CC[C@@H](C1)C(=O)N(C)C)N)=O